N=1C=CN2C1CN(CC2)CC21CC(C2)(C1)CN [3-(6,8-dihydro-5H-imidazo[1,2-a]pyrazin-7-ylmethyl)-1-bicyclo[1.1.1]pentanyl]methanamine